ClC1=CC=CC=2NCC(OC21)C2CC2 8-chloro-2-cyclopropyl-3,4-dihydro-2H-1,4-benzoxazine